4-((4-methoxyphenyl)thio)-7-methyl-7H-pyrrolo[2,3-d]pyrimidine COC1=CC=C(C=C1)SC=1C2=C(N=CN1)N(C=C2)C